ClC1=C(C(=C(C=2C3=CC=CC=C3NC12)Cl)Cl)Cl 1,2,3,4-tetrachlorocarbazole